BrC1=NNC(=C1F)Br 3,5-Dibromo-4-fluoro-1H-pyrazole